(6R,8aS)-2-[4-chloro-2-(trifluoromethyl)phenyl]-6-ethyl-1,5,6,7,8,8a-hexahydroimidazo[1,5-a]pyrazin-3-one ClC1=CC(=C(C=C1)N1C(N2[C@@H](CN[C@@H](C2)CC)C1)=O)C(F)(F)F